methyl 3-{[(3S)-3-(benzyloxy)-5-(1,4-diazepan-1-yl)pentyl]oxy}-4,5-dimethoxybenzoate C(C1=CC=CC=C1)O[C@H](CCOC=1C=C(C(=O)OC)C=C(C1OC)OC)CCN1CCNCCC1